[Br-].C(C)O[Si](CCCCCCCCOC1=C(C=C(C=C1)O)[P+](CCCC)(CCCC)CCCC)(OCC)OCC (2-[8-(triethoxysilyl)octoxy]-5-hydroxyphenyl)tri(n-butyl)phosphonium bromide